BrC(CC(C(CC)O)(CC)O)Br dibromotriethylethylene glycol